CN1[C@H]2CC(C[C@@H]1CC2)C=2OC(=NN2)[C@@]21CN(C[C@]1(C2)C(F)(F)F)C2=C1C=CC=NC1=C(C=C2)C(F)(F)F 2-((1R,3S,5S)-8-methyl-8-azabicyclo[3.2.1]octan-3-yl)-5-((1S,5R)-5-(trifluoromethyl)-3-(8-(trifluoromethyl)quinolin-5-yl)-3-azabicyclo[3.1.0]hexan-1-yl)-1,3,4-oxadiazole